CC1=CC=C(C=C1)S(=O)(=O)OC1=C(C=CC=C1)NC(=O)NC1=C(C=CC=C1)OS(=O)(=O)CCC N-[2-(p-toluenesulfonyloxy)phenyl]-N'-[2-(propanesulfonyloxy)phenyl]urea